1-(4-fluoro-3-methylphenyl)ethane-1-one O-(2-(3,5-dichlorophenyl)-1,1-difluoroallyl) oxime ClC=1C=C(C=C(C1)Cl)C(C(F)(F)ON=C(C)C1=CC(=C(C=C1)F)C)=C